(Z)-1-(3-(2-(1-methoxyethyl)-5-methylphenyl)-4-oxothiazolidin-2-ylidene)-3-(2-methyl-4-(1-(5-(trifluoromethyl)pyridin-2-yl)-1H-1,2,4-triazol-3-yl)phenyl)urea COC(C)C1=C(C=C(C=C1)C)N1/C(/SCC1=O)=N/C(=O)NC1=C(C=C(C=C1)C1=NN(C=N1)C1=NC=C(C=C1)C(F)(F)F)C